tert-butyl 2-(5-(4,4,5,5-tetramethyl-1,3,2-dioxaborolan-2-yl)-1H-indazol-1-yl)acetate CC1(OB(OC1(C)C)C=1C=C2C=NN(C2=CC1)CC(=O)OC(C)(C)C)C